FC1=C(CN2N=C(N=C2)C(=O)N[C@@H]2C(N(C=3N(CC2)N=C(C3)[C@@H]3C(C3)(F)F)C)=O)C=CC=C1F 1-(2,3-Difluorobenzyl)-N-((S)-2-((R)-2,2-difluorocyclopropyl)-4-methyl-5-oxo-5,6,7,8-tetrahydro-4H-pyrazolo[1,5-a][1,3]diazepin-6-yl)-1H-1,2,4-triazol-3-carboxamid